F[B-](F)(F)F.C[S+](C1=CC=CC=C1)C1=CC=CC=C1 methyl-(diphenyl)sulfonium tetrafluoroborate